CC=1C=C(C=CC1C)N1N=C(CC1=O)C 2-(3,4-Dimethylphenyl)-5-methyl-4H-pyrazol-3-one